CC1=C(C(=O)O)C(=CN=C1C1=CC(=C(C=C1)F)F)F methyl-2-(3,4-difluorophenyl)-5-fluoroisonicotinic acid